(R)-N-(2-(isoquinolin-1-yl)propan-2-yl)-2-(pyrrolidin-2-yl)acetamide C1(=NC=CC2=CC=CC=C12)C(C)(C)NC(C[C@@H]1NCCC1)=O